5alpha-androstan C[C@@]12CCC[C@H]1[C@@H]1CC[C@H]3CCCC[C@]3(C)[C@H]1CC2